CNS(=O)(=O)C1=CC(=C(C=C1)N[C@H](C)C1=CC=C(C=C1)C(F)(F)F)C=1N=CN(C1)C N-methyl-3-(1-methylimidazol-4-yl)-4-[[(1R)-1-[4-(trifluoromethyl)phenyl]ethyl]amino]benzenesulfonamide